2-(4-(6-(((2-(2,6-dioxopiperidin-3-yl)-1-oxoisoindolin-5-yl)methyl)carbamoyl)pyridazin-3-yl)piperazin-1-yl)-2,3-dihydro-1H-inden O=C1NC(CCC1N1C(C2=CC=C(C=C2C1)CNC(=O)C1=CC=C(N=N1)N1CCN(CC1)C1CC2=CC=CC=C2C1)=O)=O